CC1=C(C=2N(C=C1C1=C(C=3N=C(SC3N1)N1CC3(C1)CNC3)C(C)C)N=CN2)C 5-(7,8-dimethyl-[1,2,4]triazolo[1,5-a]pyridin-6-yl)-6-isopropyl-2-(2,6-diazaspiro[3.3]heptan-2-yl)-4H-pyrrolo[3,2-d]thiazole